6,7-dichloro-10-(1H-pyrazol-4-yl)-2,4-dihydro-1H-pyrazino[1,2-a]indol-3-one ClC1=C(C=CC=2C(=C3N(C12)CC(NC3)=O)C=3C=NNC3)Cl